tert-butyl(aminoethyl)carbamate C(C)(C)(C)OC(NCCN)=O